5-(4-fluoro-phenyl)-4-methoxy-pyridine-2-carboxylic acid methyl ester COC(=O)C1=NC=C(C(=C1)OC)C1=CC=C(C=C1)F